CCCCC/C=C\C/C=C\C/C=C\C/C=C\CCCCCC(=O)O[C@H](COC(=O)CC/C=C\C/C=C\C/C=C\C/C=C\C/C=C\C/C=C\CC)COP(=O)([O-])OCC[N+](C)(C)C 1-(4Z,7Z,10Z,13Z,16Z,19Z-docosahexaenoyl)-2-(7Z,10Z,13Z,16Z-docosatetraenoyl)-glycero-3-phosphocholine